4'-Cyclopropyl-5,6'-dimethoxy-N-methyl-[2,5'-bipyrimidine]-4-amine C1(CC1)C1=NC=NC(=C1C1=NC=C(C(=N1)NC)OC)OC